2-(Benzyl(2-hydroxyethyl)amino)-1-(pyridin-2-yl)ethane-1-d-1-ol-d C(C1=CC=CC=C1)N(CC(O[2H])([2H])C1=NC=CC=C1)CCO